5-fluoro-3-(methylsulfanyl)-2-phenyl-3a,8a-dihydrofuro[2,3-b]benzofuran FC=1C=CC2=C(C3C(O2)OC(=C3SC)C3=CC=CC=C3)C1